2-[(3R)-1-[(2R)-2-[4-(2-chloro-4-fluoro-phenyl)-2-oxo-chromen-7-yl]oxypropionyl]-3-piperidinyl]acetic acid heptyl ester C(CCCCCC)OC(C[C@@H]1CN(CCC1)C([C@@H](C)OC1=CC=C2C(=CC(OC2=C1)=O)C1=C(C=C(C=C1)F)Cl)=O)=O